(E)-(2'-(1,2-bis(4-methoxyphenyl)vinyl)-5-chloro-[1,1'-biphenyl]-2-yl)diphenylphosphine methyl-2-bromo-4-ethoxy-1,3-benzothiazole-6-carboxylate COC(=O)C1=CC2=C(N=C(S2)Br)C(=C1)OCC.COC1=CC=C(C=C1)/C(=C\C1=CC=C(C=C1)OC)/C1=C(C=CC=C1)C1=C(C=CC(=C1)Cl)P(C1=CC=CC=C1)C1=CC=CC=C1